C(C1=CC=CC=C1)N1N=C(N=C1)C(=O)NC1C(N(C=2N(CC1)N=C(C2)CN2CCOCC2)C)=O 1-benzyl-N-(4-methyl-2-(morpholinomethyl)-5-oxo-5,6,7,8-tetrahydro-4H-pyrazolo[1,5-a][1,3]diazepin-6-yl)-1H-1,2,4-triazole-3-carboxamide